FC=1C=C(C=CC1C(NC)=O)CC=1C=C(C2=C(CCO2)C1C)C(=O)N[C@H]1CCOC[C@@H]1O 1,5-anhydro-2,3-dideoxy-3-[(5-{[3-fluoro-4-(methylcarbamoyl)phenyl]methyl}-4-methyl-2,3-dihydro-1-benzofuran-7-carbonyl)amino]-L-threo-pentitol